6-(3,5-difluoroanilino)-N-(1-methylcyclopentyl)pyridine-2-carboxamide FC=1C=C(NC2=CC=CC(=N2)C(=O)NC2(CCCC2)C)C=C(C1)F